FC=1C=2N(C=C(C1)C1=CNC=3N=C(N=C(C31)OC)N[C@@H]3CC[C@@H](CC3)OC(F)(F)F)C=CN2 5-(8-fluoroimidazo[1,2-a]pyridin-6-yl)-4-methoxy-N-(cis-4-(trifluoromethoxy)cyclohexyl)-7H-pyrrolo[2,3-d]pyrimidin-2-amine